CN1N=C2N(C3=CC=C(C=C3C2=C1)C(=O)NCCOCCOCCC(=O)OC(C)(C)C)C1=CC=C(C=C1)C(F)(F)F tert-butyl 3-{2-[2-({2-methyl-8-[4-(trifluoromethyl)phenyl]-2H,8H-pyrazolo[3,4-b]indol-5-yl}formamido)-ethoxy]ethoxy}propanoate